N-(2-aminoethyl)sulfamide NCCNS(=O)(=O)N